7-oxo-1-(2-((triisopropylsilyl)oxy)ethyl)-4,5,6,7-tetrahydro-1H-pyrazolo[3,4-c]Pyridine-3-carboxylic acid ethyl ester C(C)OC(=O)C1=NN(C=2C(NCCC21)=O)CCO[Si](C(C)C)(C(C)C)C(C)C